ClC1=CC2=C(N=C(S2)C23CC(C2)(C3)NC(=O)C3=CC(=NC=C3)C(F)(F)F)C=C1 N-[3-(6-chloro-1,3-benzothiazol-2-yl)-1-bicyclo[1.1.1]pentanyl]-2-(trifluoromethyl)pyridine-4-carboxamide